C(C)C(COC(CCCCCCCCCCC)=O)CCCC 2-Ethyl-hexyllaurat